ClC=1C(=C2C=C(NC2=CC1)C(=O)O)F 5-chloro-4-fluoro-1H-indole-2-carboxylic acid